benzothienofuran-3(2h)-one O1CC(C2=C1C1=C(S2)C=CC=C1)=O